C1(CC1)CN1N=CC(=C1C(=O)NC1=NC2=C(N1)C=CC(=C2)C(=O)N)C 2-(1-(cyclopropylmethyl)-4-methyl-1H-pyrazole-5-carboxamido)-1H-benzo[d]imidazole-5-carboxamide